3'-hydroxy-11',12'-dihydrospiro[cyclopropane-1,10'-[1,4]diazepino[5',6':4,5]thieno[3,2-f]quinoxalin]-8'(9'H)-one OC1=NC=2C=CC3=C(C2N=C1)C1=C(S3)C(NC3(CN1)CC3)=O